tert-butyl (3-(7-((4-(2,6-dimethylmorpholino)-3-methylphenyl)amino)-3-oxo-2H-benzo[b][1,4]oxazin-4(3H)-yl)propyl)(methyl)carbamate CC1OC(CN(C1)C1=C(C=C(C=C1)NC=1C=CC2=C(OCC(N2CCCN(C(OC(C)(C)C)=O)C)=O)C1)C)C